FC1=C(C(=CC=C1)F)C1=CC(=CC2=C1C(=NO2)N2C(N1[C@H](C2)C([C@@H](C1)NS(=O)(=O)C)(F)F)=O)COC N-{(6R,7aR)-2-[4-(2,6-difluorophenyl)-6-(methoxymethyl)-1,2-benzoxazol-3-yl]-7,7-difluoro-3-oxohexahydro-1H-pyrrolo[1,2-c]imidazol-6-yl}methanesulfonamide